tert-butyl N-(5-{2-[(tert-butoxycarbonyl)aminosulfonyl]-5-({5-[3-hydroxycyclopentyl]pyrimidin-2-yl}amino)phenoxy}pentyl)carbamate C(C)(C)(C)OC(=O)NS(=O)(=O)C1=C(OCCCCCNC(OC(C)(C)C)=O)C=C(C=C1)NC1=NC=C(C=N1)C1CC(CC1)O